((1,4,4-trimethyltricyclo[6.3.1.02,5]dodecan-8-yl)oxy)hexan CC12C3CC(C3CCC(CCC1)(C2)OCCCCCC)(C)C